ClC=1C=C(C(N(C1)C)=O)N1[C@H](C=2N(C(=NC2C1=O)C=1C(=NC(=NC1)OC)OC)C(C)C)C1=CC=C(C=C1)Cl (6S)-5-(5-chloro-1-methyl-2-oxo-1,2-dihydropyridin-3-yl)-6-(4-chlorophenyl)-2-(2,4-dimethoxypyrimidin-5-yl)-1-isopropyl-5,6-dihydropyrrolo[3,4-d]imidazol-4(1H)-one